Cl.C1(=CC=CC=C1)[C@H]1NCC[C@H](C1)CNC(OCC1=CC=CC=C1)=O |o1:7,11| rel-benzyl (((2S,4R)-2-phenylpiperidin-4-yl)methyl)carbamate hydrochloride